tert-Butyl 3-{4-[(6-{[(2E)-4-(dimethylamino)but-2-enoyl]amino}-7-methoxyquinazolin-4-yl)amino]-3-fluorophenoxy}-1H-pyrazole-1-carboxylate CN(C/C=C/C(=O)NC=1C=C2C(=NC=NC2=CC1OC)NC1=C(C=C(OC2=NN(C=C2)C(=O)OC(C)(C)C)C=C1)F)C